ClC1=C(C=CC=C1)N1N=C(C=C1C1=CC(=CC=C1)OCC(C)C)COC(C(=O)OC)(C)C Methyl 2-([1-(2-chlorophenyl)-5-[3-(2-methyl-propoxy)phenyl]-1H-pyrazol-3-yl]methoxy)-2-methylpropanoate